C(C)(C)(C)OC(=O)N1CC(CC1C)C(=O)O 1-(tert-butoxycarbonyl)-5-methylpyrrolidine-3-carboxylic acid